N4-(4-(tert-butylcarbamoyl)phenyl)-N2-(3-(methylsulfonamido)phenyl)thiophene-2,4-dicarboxamide C(C)(C)(C)NC(=O)C1=CC=C(C=C1)NC(=O)C=1C=C(SC1)C(=O)NC1=CC(=CC=C1)NS(=O)(=O)C